C(C)O[Ta] Ethoxytantalum